(tetrahydropyrimidin-1(2H)-yl)-6-(6-(trifluoromethyl)pyridin-2-yl)-N-(2-(trifluoromethyl)pyridin-4-yl)-1,3,5-triazin-2-amine N1(CNCCC1)C1=NC(=NC(=N1)C1=NC(=CC=C1)C(F)(F)F)NC1=CC(=NC=C1)C(F)(F)F